5-difluoromethoxy-2-[(3,4-dimethoxypyridin-2-yl)methylthio]-1H-benzimidazole FC(OC1=CC2=C(NC(=N2)SCC2=NC=CC(=C2OC)OC)C=C1)F